5,7-dichloro-6-(2-chloroethoxy)-3,4-dihydronaphthalen-1-yl-trifluoromethanesulfonic acid ClC1=C2CCC=C(C2=CC(=C1OCCCl)Cl)OS(=O)(=O)C(F)(F)F